4'-Chloro-4-(3,8-diazabicyclo[3.2.1]octan-3-yl)-2-[[(2S)-1-methylpyrrolidin-2-yl]methoxy]spiro[6,8-dihydro-5H-quinazoline-7,1'-indane] ClC1=C2CCC3(C2=CC=C1)CCC=1C(=NC(=NC1C3)OC[C@H]3N(CCC3)C)N3CC1CCC(C3)N1